4-((2S,5R)-5-ethyl-4-(1-(4-isopropoxyphenyl)ethyl)-2-methylpiperazin-1-yl)-1-methyl-2-oxo-1,2-dihydropyrido[3,2-d]pyrimidine-6-carbonitrile C(C)[C@H]1N(C[C@@H](N(C1)C=1C2=C(N(C(N1)=O)C)C=CC(=N2)C#N)C)C(C)C2=CC=C(C=C2)OC(C)C